(RS)-3-Chloro-N-(4-pyrrolidin-3-yl-phenyl)-benzamide ClC=1C=C(C(=O)NC2=CC=C(C=C2)[C@@H]2CNCC2)C=CC1 |r|